(R)-3-(isoquinolin-4-yl)-2-oxo-1-(2-(trifluoromethyl)pyrimidin-5-yl)imidazolidine-4-carbonitrile C1=NC=C(C2=CC=CC=C12)N1C(N(C[C@@H]1C#N)C=1C=NC(=NC1)C(F)(F)F)=O